C(CCCCCCCCCCCCC)(=O)C(OP(OC[C@@H](CO)O)(=O)O)C[N+](C)(C)C myristoyl-sn-glycero-3-phosphorylcholine